BrC1=CC=2C(=NC=C3C2C2(CCN(CC2)C(=O)OC(C)(C)C)C(N3C)=O)N1S(=O)(=O)C1=CC=CC=C1 tert-Butyl 2-bromo-6-methyl-7-oxo-3-(phenylsulfonyl)-6,7-dihydro-3H-spiro[dipyrrolo[2,3-b:3',2'-d]pyridine-8,4'-piperidine]-1'-carboxylate